Chloroxylenol CC1C=C(O)C=C(C)C=1Cl